(2-Bromobenzo[d]thiazol-7-yl)carbamic acid tert-butyl ester C(C)(C)(C)OC(NC1=CC=CC=2N=C(SC21)Br)=O